1,1,3-tris(2-methyl-4-hydroxy-5-cyclohexylphenyl)butane CC1=C(C=C(C(=C1)O)C1CCCCC1)C(CC(C)C1=C(C=C(C(=C1)C1CCCCC1)O)C)C1=C(C=C(C(=C1)C1CCCCC1)O)C